BrC1=CC2=C(N=C(N(C2=O)CC)C(CCC)Br)N=C1 6-Bromo-2-(1-bromobutyl)-3-ethylpyrido[2,3-d]pyrimidin-4(3H)-one